5-bromo-3-fluoro-1-methyl-pyrazole BrC1=CC(=NN1C)F